2-(2,6-dioxapiperidin-3-yl)-5-(2,7-diazaspiro[3.5]non-7-yl)isoindoline-1,3-dione hydrochloride Cl.N1OC(CCO1)N1C(C2=CC=C(C=C2C1=O)N1CCC2(CNC2)CC1)=O